BrCC1=C(C=CC=C1)B(O)O 2-bromomethylphenylboronic Acid